N1C(C=C(C=C1)C1=CC=NC=C1)=[Se] 4,4'-bipyridineselon